Cl.CC1(C(NC2=C(O1)C(=NC=N2)N2CCC(CC2)(C)CNS(=O)(=O)N)=O)C N-((1-(6,6-dimethyl-7-oxo-7,8-dihydro-6H-pyrimido[5,4-b][1,4]oxazin-4-yl)-4-methylpiperidin-4-yl)methyl)sulfamide hydrochloride